COC([C@H](CC(C)C)N1N=C(C=C(C1=O)C(F)(F)F)CCN1CC(C1)F)=O (S)-2-(3-(2-(3-fluoroazetidin-1-yl)ethyl)-6-oxo-5-(trifluoromethyl)pyridazin-1(6H)-yl)-4-methylpentanoic acid methyl ester